2-ethyl-2-(hydroxymethyl)-1,3-propanediol C(C)C(CO)(CO)CO